FC1(CN(CCC1CCO[C@@H]1CC[C@H](CC1)NC(C(=O)OC)(C)C)C(=O)OC(C)(C)C)F tert-Butyl 3,3-difluoro-4-(2-(((trans)-4-((1-methoxy-2-methyl-1-oxopropan-2-yl)amino)cyclohexyl)oxy)ethyl)piperidine-1-carboxylate